1-((10-hydroxy-7-((1R,2S)-2-phenylcyclopropane-1-carbonyl)-7-azaspiro[4.5]decan-10-yl)methyl)-N,N-dimethyl-6-oxo-4-phenyl-1,6-dihydropyridine-3-carboxamide OC1(CCN(CC12CCCC2)C(=O)[C@H]2[C@H](C2)C2=CC=CC=C2)CN2C=C(C(=CC2=O)C2=CC=CC=C2)C(=O)N(C)C